C[Si](C#CC1=C(C=CC(=C1)[N+](=O)[O-])C)(C)C trimethyl-[2-(2-methyl-5-nitro-phenyl)ethynyl]silane